C(#N)C1=C(C=CC=C1)[C@@H]([C@@H](C)C=1N(C(C(=C(N1)C(=O)NC=1C=NOC1)O)=O)C)C1=NC=C(N=C1)C 2-((1R,2R)-1-(2-cyanophenyl)-1-(5-methylpyrazin-2-yl)propan-2-yl)-5-hydroxy-N-(isoxazol-4-yl)-1-methyl-6-oxo-1,6-dihydropyrimidine-4-carboxamide